4-(4-(cyclohexanesulfonamido)-3-fluorophenyl)-1H-pyrrolo[2,3-b]pyridin C1(CCCCC1)S(=O)(=O)NC1=C(C=C(C=C1)C1=C2C(=NC=C1)NC=C2)F